CC1(OCCN(C1)C1CN(C1)CC1=CC(=C(CNC2=C3C(N(C(C3=CC=C2)=O)C2C(NC(CC2)=O)=O)=O)C=C1)F)C 4-(4-((3-(2,2-dimethylmorpholino)azetidin-1-yl)methyl)-2-fluorobenzylamino)-2-(2,6-dioxopiperidin-3-yl)isoindoline-1,3-dione